(S)-tert-butyl-4-amino-3,3-difluoropyrrolidine-1-carboxylate C(C)(C)(C)OC(=O)N1CC([C@H](C1)N)(F)F